NC=1C(=NC2=CC(=CC=C2C1C1=C(C(=CC=C1)O)C)C)C(=O)N (P)-3-amino-4-(3-hydroxy-2-methylphenyl)-7-methylquinoline-2-carboxamide